benzyl ((S)-1-((4R,5'S)-5'-carbamoyl-2-oxo-1,2-dihydrospiro[benzo[d][1,3]oxazine-4,3'-pyrrolidin]-1'-yl)-4-methyl-1-oxopentan-2-yl)(methyl)carbamate C(N)(=O)[C@@H]1C[C@]2(CN1C([C@H](CC(C)C)N(C(OCC1=CC=CC=C1)=O)C)=O)C1=C(NC(O2)=O)C=CC=C1